5,5'-(naphthalen-2-ylmethylene)bis(2-aminobenzoic acid) C1=C(C=CC2=CC=CC=C12)C(C=1C=CC(=C(C(=O)O)C1)N)C=1C=CC(=C(C(=O)O)C1)N